Cl.Cl.FC(C(C(F)(F)F)OC(=O)N1CCN(CC1)CC1=C(C=C(C=C1)C(F)(F)F)N1CCCC1)(F)F 4-(2-(pyrrolidin-1-yl)-4-(trifluoromethyl)benzyl)piperazine-1-carboxylic acid 1,1,1,3,3,3-hexafluoropropan-2-yl ester bisHCl salt